5-(tert-butyl) 3-ethyl (6R)-2-(2-((tert-butoxycarbonyl)(1-(4-(difluoromethoxy)phenyl)ethyl)amino)ethyl)-6-methyl-2,4,6,7-tetrahydro-5H-pyrazolo[4,3-c]pyridine-3,5-dicarboxylate C(C)(C)(C)OC(=O)N(CCN1N=C2C(CN([C@@H](C2)C)C(=O)OC(C)(C)C)=C1C(=O)OCC)C(C)C1=CC=C(C=C1)OC(F)F